CN1N=C2C=C(C=CC2=C1)C1=NC(=CC=C1C=1C=NN(C1)CC1(CCCC1)C)C 2-methyl-6-(6-methyl-3-(1-((1-methylcyclopentyl)methyl)-1H-pyrazol-4-yl)pyridin-2-yl)-2H-indazole